3-(1-cyanoethyl)-N-(4-methyl-3-(4-(5-(4-methylpiperazin-1-yl)pyridin-3-yl)-1H-pyrazol-1-yl)phenyl)benzamide C(#N)C(C)C=1C=C(C(=O)NC2=CC(=C(C=C2)C)N2N=CC(=C2)C=2C=NC=C(C2)N2CCN(CC2)C)C=CC1